COC(=O)C1=NC=C(C(=N1)C1=CC=CC=C1)CN=[N+]=[N-] 5-(Azidomethyl)-4-phenylpyrimidine-2-carboxylic acid methyl ester